2,3,4-tri(nitromethyl)pentane [N+](=O)([O-])CC(C)C(C(C)C[N+](=O)[O-])C[N+](=O)[O-]